[C@]12(CNC[C@H]2C1)C=1C=C2C(=NC=NC2=CC1)NC1=C(C(=C(C=C1)Cl)Cl)F 6-[(1R,5S)-3-Azabicyclo[3.1.0]hexan-1-yl]-N-(3,4-dichloro-2-fluoro-phenyl)quinazolin-4-amine